4-[5-[(3R)-3-amino-5-[(4-chlorophenyl)methyl]-1,1,4-trioxo-2,3-dihydro-1λ6,5-benzothiazepin-7-yl]-1,3,4-oxadiazol-2-yl]piperidine-4-carbonitrile N[C@H]1CS(C2=C(N(C1=O)CC1=CC=C(C=C1)Cl)C=C(C=C2)C2=NN=C(O2)C2(CCNCC2)C#N)(=O)=O